5,5-dimethylheptanoic acid CC(CCCC(=O)O)(CC)C